((5-fluoro-2-methoxypyridin-3-yl)methylene)-2-methylpropane-2-sulfinamide FC=1C=C(C(=NC1)OC)C=CC(C)(S(=O)N)C